NCC1=NNC(C2=CC=C(C=C12)C=1C=C2C(=NC1)NC=C2C2=CC=CC=C2)=O 4-(aminomethyl)-6-(3-phenyl-1H-pyrrolo[2,3-b]pyridin-5-yl)phthalazin-1(2H)-one